3-(4-pyrimidin-2-ylpyridazin-1-ium-1-yl)propionitrile chloride salt [Cl-].N1=C(N=CC=C1)C1=CN=[N+](C=C1)CCC#N